N-(4-((2S,4R)-4-Acetamido-2-(hydroxymethyl)pyrrolidin-1-yl)-2-methylbenzo[d]thiazol-5-yl)-2-(2-fluoro-6-methoxyphenyl)pyrimidine-4-carboxamide C(C)(=O)N[C@@H]1C[C@H](N(C1)C1=C(C=CC2=C1N=C(S2)C)NC(=O)C2=NC(=NC=C2)C2=C(C=CC=C2OC)F)CO